CNC(=O)C=1N(N=CC1)C N,2-dimethylpyrazole-3-carboxamide